eicosanedioyl-diamide C(CCCCCCCCCCCCCCCCCCC(=O)[NH-])(=O)[NH-]